bis(N-ethylpiperazine) tin [Sn].C(C)N1CCNCC1.C(C)N1CCNCC1